COC1=CC=C(C=C1)C1=NOC(=N1)N1CCC(CC1)C(=O)NC1CCC2(CCOCC2)CC1 1-(3-(4-Methoxyphenyl)-1,2,4-oxadiazol-5-yl)-N-(3-oxaspiro[5.5]undecan-9-yl)piperidine-4-carboxamide